OC=1C2=C(C=3N(C1C(=O)NCC(=O)O)N=CN3)SC=C2 (6-hydroxythieno[2,3-c][1,2,4]triazolo[1,5-a]pyridine-5-carbonyl)glycine